FC(CCN(CC[C@@H](C(=O)O)NC(C1=CN=CC=C1)=O)CCCCC1=NC=2NCCCC2C=C1)F (S)-4-((3,3-difluoropropyl)(4-(5,6,7,8-tetrahydro-1,8-naphthyridin-2-yl)butyl)amino)-2-(nicotinamido)butanoic acid